C(C)(C)(C)N1CCN(CC1)CCC(NC1=NC=CC(=C1)NC1=CN=NC(=C1)C1=C(C=CC(=C1)Cl)F)=O tert-butyl-4-{2-[(4-{[6-(5-chloro-2-fluorophenyl)pyridazin-4-yl]amino}pyridin-2-yl)carbamoyl]ethyl}piperazine